ClC1=CC=C(C=C1)C=1C=C(C(N(N1)C1=CC(=CC=C1)F)=O)C(=O)N[C@@H]1COC[C@H]1O 6-(4-chlorophenyl)-2-(3-fluorophenyl)-N-(trans-4-hydroxytetrahydrofuran-3-yl)-3-oxo-2,3-dihydropyridazine-4-carboxamide